C(CCCCCCCCCCCCCCCCC)(=O)OOCCCCCCCCCCCCCCCCCC stearyloxy stearate